C1CCS(=O)(=O)OCCOS1(=O)=O 2-ethylene 1,3-propanedisulfonate